2,4,5-triamino-6-hydroxy-pyrimidine sulfate S(=O)(=O)(O)O.NC1=NC(=C(C(=N1)N)N)O